Trans-benzyl 3-ethyl 4-(fluoromethyl)pyrrolidine-1,3-dicarboxylate FC[C@H]1[C@@H](CN(C1)C(=O)OCC1=CC=CC=C1)C(=O)OCC